OC(C(=O)C1=CC=CC=C1)(C)C 2-Hydroxy-Methyl-propiophenon